1-chloro-4-butylamine ClCCCCN